CC(CCC=O)(C)C 4,4-dimethyl-1-pentanal